N1-(1-(1-methoxyisoquinolin-4-yl)ethyl)-N2-(2,2,2-trifluoroethyl)ethane-1,2-diamine COC1=NC=C(C2=CC=CC=C12)C(C)NCCNCC(F)(F)F